FC1=C(C=CC(=C1)CCC(CO)CO)C1=CC=C(C=C1)CCC 2-[2-(2-fluoro-4'-propyl-biphenyl-4-yl)-ethyl]-propane-1,3-diol